1-butyl-3-methylimidazole methanesulfonate salt CS(=O)(=O)O.C(CCC)N1CN(C=C1)C